C(#N)C1=CC(=C2C(C(=NN(C2=C1)C1=CC=C(C=C1)OC(F)(F)F)C(=O)O)=O)SC 7-cyano-5-methylsulfanyl-4-oxo-1-[4-(trifluoromethoxy)phenyl]cinnoline-3-carboxylic acid